N-(1-(4-(2-(6-(trifluoromethyl)imidazo[1,2-a]pyridin-3-yl)pyrimidin-4-yl)morpholin-2-yl)ethyl)methanesulfonamide FC(C=1C=CC=2N(C1)C(=CN2)C2=NC=CC(=N2)N2CC(OCC2)C(C)NS(=O)(=O)C)(F)F